dinitrosoiron N(=O)[Fe]N=O